BrC=1C=C2C(=NC1)N(C=C2C(C=O)C2CC2)COCC[Si](C)(C)C 2-(5-bromo-1-((2-(trimethylsilyl)ethoxy)methyl)-1H-pyrrolo[2,3-b]pyridine-3-yl)-2-cyclopropyl-Acetaldehyde